6-((2-aminothiazol-5-yl)methyl)-4-methyl-2-(methyl-sulfinyl)-4H-thiazolo[5',4':4,5]pyrrolo[2,3-d]pyridazin-5(6H)-one NC=1SC(=CN1)CN1N=CC2=C(C1=O)N(C1=C2SC(=N1)S(=O)C)C